4-benzyloxy-6-(4-tert-butyl-2-methyl-phenyl)-2-methyl-pyridine-3-carbaldehyde C(C1=CC=CC=C1)OC1=C(C(=NC(=C1)C1=C(C=C(C=C1)C(C)(C)C)C)C)C=O